FC(OC=1C=C(C=CC1F)C=1C=C(C=NC1)CN1C(OC[C@H]1C(C)C)=O)F (4R)-3-[[5-[3-(Difluoromethoxy)-4-fluoro-phenyl]-3-pyridyl]methyl]-4-isopropyl-oxazolidin-2-one